FC1=CC=C2C(=CC(=NC2=C1)C(F)(F)F)NCC1(CN(C1)C(=O)N)C1=NC=C(C=C1)F 3-(((7-fluoro-2-(trifluoromethyl)quinolin-4-yl)amino)methyl)-3-(5-fluoropyridin-2-yl)azetidine-1-carboxamide